methyl (E)-2-fluoro-4-((2-(2-fluorobenzoyl)hydrazineylidene)methyl)benzoate FC1=C(C(=O)OC)C=CC(=C1)/C=N/NC(C1=C(C=CC=C1)F)=O